C(C1=CC=CC=C1)(=O)OCSC=1OC2=C(N1)C=CC(=C2)Cl ((6-chlorobenzo[d]oxazol-2-ylsulfanyl) methyl) benzoate